(3-bromopyrazin-2-yl)(4-(trifluoromethyl)phenyl)methanone BrC=1C(=NC=CN1)C(=O)C1=CC=C(C=C1)C(F)(F)F